[Si](C1=CC=CC=C1)(C1=CC=CC=C1)(C(C)(C)C)OC\C=C(\[C@H](C)N[S@](=O)C(C)(C)C)/F (R)-N-((S,Z)-5-((tert-butyldiphenylsilyl)oxy)-3-fluoropent-3-en-2-yl)-2-methylpropane-2-sulfinamide